2-(dimethylamino)-1-(4-(3-isopropyl-2-(7-methyl-[1,2,4]triazolo[4,3-a]pyridin-6-yl)-1H-indol-5-yl)piperidin-1-yl)ethan-1-one tert-butyl-((3S,4R)-4-methylpyrrolidin-3-yl)carbamate C(C)(C)(C)N(C(O)=O)[C@@H]1CNC[C@H]1C.CN(CC(=O)N1CCC(CC1)C=1C=C2C(=C(NC2=CC1)C=1C(=CC=2N(C1)C=NN2)C)C(C)C)C